dimethyl 4-((2-phenylimidazo[1,2-a]pyrazin-3-yl)amino)phthalate C1(=CC=CC=C1)C=1N=C2N(C=CN=C2)C1NC=1C=C(C(C(=O)OC)=CC1)C(=O)OC